trans-3,4-dihydroxy-L-proline OC1[C@H](NCC1O)C(=O)O